2-naphthyl-sulfonate (naphthalenesulfonate) C1(=CC=CC2=CC=CC=C12)S(=O)(=O)O.C1=C(C=CC2=CC=CC=C12)S(=O)(=O)O